1-(trans-4-((4-(1-(difluoro-methyl)-1H-pyrazol-3-yl)-5-(trifluoromethyl)pyrimidin-2-yl)amino)cyclohexyl)-1-(5-(2-methoxypyrimidin-5-yl)pyrazin-2-yl)-3-((oxetan-3-yl)methyl)urea FC(N1N=C(C=C1)C1=NC(=NC=C1C(F)(F)F)N[C@@H]1CC[C@H](CC1)N(C(=O)NCC1COC1)C1=NC=C(N=C1)C=1C=NC(=NC1)OC)F